OCCC=1C=C(CN2C(C(=CC(=C2)C(=O)N)C(=O)N([C@@H]2[C@H](C2)C)C)=O)C=CC1 1-(3-(2-hydroxyethyl)benzyl)-N-methyl-N-((1S,2S)-2-methylcyclopropyl)-2-Oxo-1,2-dihydropyridine-3,5-dicarboxamide